1-(4-((2-(4-(trifluoromethyl)styryl)oxazol-4-yl)methoxy)phenyl)butan-1-one FC(C1=CC=C(C=CC=2OC=C(N2)COC2=CC=C(C=C2)C(CCC)=O)C=C1)(F)F